CN(OCC(=O)N1CCN(CC1)C1=NC=C(C=N1)C#N)C[C@H](C)NC=1C=NNC(C1C(F)(F)F)=O (S)-2-(4-(2-((methyl(2-((6-oxo-5-(trifluoromethyl)-1,6-dihydropyridazin-4-yl)amino)propyl)amino)oxy)acetyl)piperazin-1-yl)pyrimidine-5-carbonitrile